N-((2S*,4R*)-7-fluoro-2-methyl-1,2,3,4-tetrahydroquinolin-4-yl)formamide FC1=CC=C2[C@@H](C[C@@H](NC2=C1)C)NC=O |o1:5,7|